2-[(1-methyl-1H-1,2,3,4-tetrazol-5-yl)sulfanyl]-5-nitro-N-{6-[4-(propan-2-yl)phenyl]-[1,2,4]triazolo[1,5-a]pyridin-2-yl}benzamide aluminum lithium chloride hydroxide [OH-].[Cl-].[Li+].[Al+3].CN1N=NN=C1SC1=C(C(=O)NC2=NN3C(C=CC(=C3)C3=CC=C(C=C3)C(C)C)=N2)C=C(C=C1)[N+](=O)[O-]